ON=C(N)C1=NC=C(C=C1)NC=1OC(=CN1)C=1C=NC(=CC1)C(F)(F)F N'-hydroxy-5-((5-(6-(trifluoromethyl)pyridin-3-yl)oxazol-2-yl)amino)pyridinecarboxamidine